(2S,5R)-6-((tert-butyldimethylsilyl)oxy)-N-((2,5-dichlorothiophen-3-yl)sulfonyl)-7-oxo-1,6-diazabicyclo[3.2.1]octane-2-carboximidamide [Si](C)(C)(C(C)(C)C)ON1[C@@H]2CC[C@H](N(C1=O)C2)C(NS(=O)(=O)C2=C(SC(=C2)Cl)Cl)=N